5-(1-methyl-1,2,3,6-tetrahydropyridin-4-yl)-3-(3-(pyridin-3-yl)pyrazolo[1,5-a]pyridin-5-yl)-1H-pyrrolo[2,3-b]pyridine CN1CCC(=CC1)C=1C=C2C(=NC1)NC=C2C2=CC=1N(C=C2)N=CC1C=1C=NC=CC1